C(CCCC)OC1=C(C(=O)N)C=CC=C1 pentoxybenzoamide